BrC1=CC(=C(C(=O)O)C=C1)C1=CCC2(CC2)CC1 4-bromo-2-{spiro[2.5]oct-5-en-6-yl}benzoic acid